N-(2-(3-(tert-butyl)-8-chloroindolo[2,3-a]carbazole-11(12H)-yl)-4-methoxy-3,5-dimethylphenyl)-4-methylbenzenesulfonamide C(C)(C)(C)C1=CC2=C(C=C1)NC=1C2=CC=C2C3=CC(=CC=C3N(C12)C1=C(C=C(C(=C1C)OC)C)NS(=O)(=O)C1=CC=C(C=C1)C)Cl